(4S)-4-propyl-3-(quinolin-8-ylsulfonyl)di-hydrofuran-2(3H)-one C(CC)[C@@H]1C(C(OC1)=O)S(=O)(=O)C=1C=CC=C2C=CC=NC12